FC1=C(C(=C(C(=C1F)OCCCCCCOC(CCC(=O)O)=O)F)F)C1=C(C(=C(C(=C1F)F)OCCCCCCOC(CCC(=O)O)=O)F)F 4,4'-((((perfluoro-[1,1'-biphenyl]-4,4'-diyl)bis(oxy))bis(hexane-6,1-diyl))bis(oxy))bis(4-oxobutanoic acid)